Isostearyl Isononanoate C(CCCCCC(C)C)(=O)OCCCCCCCCCCCCCCCC(C)C